CC1=NN(C(=C1C1=C(C(=O)O)C=C(C=C1)OC)C)C1=CC=CC=C1 2-(3,5-dimethyl-1-phenyl-1H-pyrazol-4-yl)-5-methoxybenzoic acid